C1(CCC1)C(=O)N1CCC(CC1)NC1=CC(=NC(=N1)N1CCCC1)C(=O)O 6-((1-(cyclobutanecarbonyl)piperidin-4-yl)amino)-2-(pyrrolidin-1-yl)pyrimidine-4-carboxylic acid